Methyl (1S,3S)-3-((6-(5-(3-hydroxypropyl)-1-methyl-1H-1,2,3-triazol-4-yl)-2-methyl-pyridin-3-yl)oxy)cyclohexane-1-carboxylate OCCCC1=C(N=NN1C)C1=CC=C(C(=N1)C)O[C@@H]1C[C@H](CCC1)C(=O)OC